5-(5-methyl-7-oxo-5,6,7,8-tetrahydropteridin-4-yl)thiophene-2-carboxylic acid CN1C=2C(=NC=NC2NC(C1)=O)C1=CC=C(S1)C(=O)O